NC=1C=CC(=NC1N)N1CCNCC1 4-(5,6-diaminopyridin-2-yl)piperazine